4-[4-benzyloxy-2-[3-[tert-butyl(dimethyl)silyl]oxy-1,1-dimethyl-propyl]-1-(4-fluorophenyl)indol-3-yl]benzoate C(C1=CC=CC=C1)OC1=C2C(=C(N(C2=CC=C1)C1=CC=C(C=C1)F)C(CCO[Si](C)(C)C(C)(C)C)(C)C)C1=CC=C(C(=O)[O-])C=C1